C(C)O[Si](CCCN=C(C)C1=CC=CC=C1)(OCC)OCC [3-(triethoxy-silyl)-propyl]-(1-phenyl-ethylidene)-amine